(1R,3S)-3-(3-{[(6-methoxypyridin-3-yl)acetyl]amino}-1H-pyrazol-5-yl)cyclopentyl (2S,3R)-3-hydroxy-2,3-dimethylazetidine-1-carboxylate O[C@]1([C@@H](N(C1)C(=O)O[C@H]1C[C@H](CC1)C1=CC(=NN1)NC(CC=1C=NC(=CC1)OC)=O)C)C